ClC=1C=CC(=NC1C=1N=NN(N1)CC1=C(C=CC(=C1)OC(F)(F)F)F)[C@@](CS(=O)(=O)N)(C)O |o1:25| (R or S)-2-(5-chloro-6-(2-(2-fluoro-5-(trifluoromethoxy)benzyl)-2H-tetrazol-5-yl)pyridin-2-yl)-2-hydroxypropane-1-sulfonamide